ClC=1C=C(C=CC1OC(F)(F)F)C1CN(C1)C(=O)N1C[C@@H]2[C@@H](OCC(N2)=O)CC1 (4aR,8aS)-6-(3-(3-Chloro-4-(trifluoromethoxy)phenyl)azetidin-1-carbonyl)hexahydro-2H-pyrido[4,3-b][1,4]oxazin-3(4H)-on